CN([C@@H]1CN(CC1)C(=O)OC(C)(C)C)C1=CC(=CC=C1)C(F)(F)F tert-butyl (S)-3-(methyl(3-(trifluoromethyl)phenyl)amino)pyrrolidine-1-carboxylate